3-(4-(4-(methylamino)butoxy)phenyl)piperidine-2,6-dione CNCCCCOC1=CC=C(C=C1)C1C(NC(CC1)=O)=O